ClC=1C=C(C(C(=O)[O-])=CC1)C(=O)[O-] 4-Chlorophthalate